1-(3,4-dichloropyridin-2-yl)-5-(trifluoromethyl)-1H-pyrazole-4-carboxylic acid ethyl ester C(C)OC(=O)C=1C=NN(C1C(F)(F)F)C1=NC=CC(=C1Cl)Cl